CN(CCNC(=O)C1(CCCCC1)NC(CCCC1=CC=C(C=C1)CC1=C(C=CC(=C1)[C@@H]1O[C@@H]([C@H]([C@@H]([C@H]1O)O)O)CCC)C)=O)C (2-dimethylaminoethyl)-1-[4-[4-[[5-[(2S,3R,4S,5S,6R)-6-propyl-3,4,5-trihydroxy-tetrahydropyran-2-yl]-2-methyl-phenyl]methyl]phenyl]butyrylamino]cyclohexylcarboxamide